FC=1C=NC(=NC1)[C@]12CC[C@@H](C[C@@H]2C1)OC[C@@H]1N([C@@H](C[C@@H]1NS(=O)(=O)C)C)C(=O)OCCC(F)F 3,3-difluoropropyl (2R,3S,5R)-2-((((1S,3S,6R)-6-(5-fluoropyrimidin-2-yl)bicyclo[4.1.0]heptan-3-yl)oxy)methyl)-5-methyl-3-(methylsulfonamido)pyrrolidine-1-carboxylate